C(#N)C=1C=CC(=C(C1)C1=NN=C(O1)C(=O)N[C@@H]1C[C@H](N(C1)C(=O)OC(C)(C)C)COC)OC tert-Butyl (2S,4R)-4-(5-(5-cyano-2-methoxyphenyl)-1,3,4-oxadiazole-2-carboxamido)-2-(methoxy methyl)pyrrolidine-1-carboxylate